1-(6-amino-2,4-difluoro-3-((tetrahydro-2H-pyran-4-yl)ethynyl)phenyl)ethan-1-one NC1=CC(=C(C(=C1C(C)=O)F)C#CC1CCOCC1)F